COC1=CC=C(COC=2C=C(C=CC2OCC2=CC=C(C=C2)OC)C(C(=O)O)=O)C=C1 2-(3,4-bis((4-methoxybenzyl)oxy)phenyl)-2-oxoacetic acid